(4aR)-10-chloro-8-(4,6-diisopropylpyrimidin-5-yl)-11-(2-fluoro-6-methoxyphenyl)-6-methyl-2,3,4,4a,6,8-hexahydro-1H-pyrazino[1',2':4,5]pyrazino[2,3-c][1,8]naphthyridin-5,7-dione ClC=1C(=CC=2C3=C(C(N(C2N1)C=1C(=NC=NC1C(C)C)C(C)C)=O)N(C([C@@H]1N3CCNC1)=O)C)C1=C(C=CC=C1OC)F